3-(m-tolyl)benzo[d][1,2,3]triazin-4(3H)-one C1(=CC(=CC=C1)N1N=NC2=C(C1=O)C=CC=C2)C